N5-cyclohexyl-7-(2-fluoro-6-methyl-phenyl)isoquinoline-3,5-diamine C1(CCCCC1)NC=1C=2C=C(N=CC2C=C(C1)C1=C(C=CC=C1C)F)N